(R)-1-(5-(5-(1-(3,5-dichloropyridin-4-yl)ethoxy)-6-methoxy-1H-indazol-3-yl)-3-fluoropyridin-2-yl)-N,N,3-trimethylazetidin-3-amine ClC=1C=NC=C(C1[C@@H](C)OC=1C=C2C(=NNC2=CC1OC)C=1C=C(C(=NC1)N1CC(C1)(N(C)C)C)F)Cl